FC1CN(CCC1C(=O)N1CCOC2=C(C1)C=NC=C2C#N)C2=CC=NC=1N2N=CC1F Racemic-4-[3-fluoro-1-(3-fluoropyrazolo[1,5-a]pyrimidin-7-yl)piperidine-4-carbonyl]-3,5-dihydro-2H-pyrido[3,4-f][1,4]oxazepine-9-carbonitrile